tert-butyl 4-(4-fluoro-2-pyridyl)piperazine-1-carboxylate FC1=CC(=NC=C1)N1CCN(CC1)C(=O)OC(C)(C)C